N[C@H](CC1=C(C=2N=NC=C(C2S1)NCC=1SC=CC1)C)C[C@@H]1C(C1)(F)F 6-[(2S)-2-amino-3-[(1S)-2,2-difluorocyclopropyl]propyl]-7-methyl-N-[(thiophen-2-yl)methyl]thieno[3,2-c]pyridazin-4-amine